3-bromo-2-(3-cyanophenyl)pyrazolo[1,5-a]pyrimidine-5-carboxamide BrC=1C(=NN2C1N=C(C=C2)C(=O)N)C2=CC(=CC=C2)C#N